N-((S)-1-(((R)-1-((5S,7R)-5,7-dimethyl-4-oxo-1,3,6,2-dioxathiaborocan-2-yl)-3-methylbutyl)amino)-1-oxo-3-phenylpropan-2-yl)pyrazine-2-carboxamide C[C@H]1C(OB(OC[C@H](S1)C)[C@H](CC(C)C)NC([C@H](CC1=CC=CC=C1)NC(=O)C1=NC=CN=C1)=O)=O